CN(C1=CC(=CC=C1)NC1=NC2=CN=CC=C2C2=C1NC1=C2C=CN=C1)C N1,N1-dimethyl-N3-(7H-pyrido[4',3':4,5]pyrrolo[2,3-c][1,7]naphthyridin-6-yl)benzene-1,3-diamine